OC=1C=C(C=CC1OC)CC(=O)C1=C(C=C(C=C1O)O)O 2-(3-hydroxy-4-methoxyphenyl)-1-(2,4,6-trihydroxyphenyl)ethan-1-one